3-(benzyloxy)-5-bromopyrazine-2-amine C(C1=CC=CC=C1)OC=1C(=NC=C(N1)Br)N